C(C)(=O)OSC1=NN(C(=C1Br)C1=CC(=C(C=C1)F)F)C1=C(C(=CC=C1)CC)F ethyl-{[4-bromo-5-(3,4-difluorophenyl)-1-(2-fluorophenyl)-1H-pyrazol-3-yl] sulfanyl} acetate